FC=1C=CC(=NC1)NC(CN1C=2N(C(C3=C1C(N(C3)C(C)C)=O)=O)N=C(C2)[C@H]2CN(CC2)S(=O)(=O)C)=O |r| N-(5-fluoropyridin-2-yl)-2-{2-[(±)-1-(methylsulfonyl)pyrrolidin-3-yl]-5,8-dioxo-6-(propan-2-yl)-5,6,7,8-tetrahydro-4H-pyrazolo[1,5-a]pyrrolo[3,4-d]pyrimidin-4-yl}acetamide